Methylbisulfate COS(O)(=O)=O